S(N)(=O)(=O)C1=C(C=CC=C1)C1=CC(=CC=C1)C(=O)N 2'-sulfamoylbiphenyl-3-carboxamide